1-methoxy-2-(2-methyl-5-nitrophenyl)-2H-1,2,3-triazole tetrafluoroborate F[B-](F)(F)F.CON1N(NC=C1)C1=C(C=CC(=C1)[N+](=O)[O-])C